N,N-dimethyl-2-(4-(4,4,5,5-tetramethyl-1,3,2-dioxaborolan-2-yl)-1H-pyrazol-1-yl)ethanamine CN(CCN1N=CC(=C1)B1OC(C(O1)(C)C)(C)C)C